5-((3-(2-(5-bromoisoindolin-2-yl)pyrimidin-4-yl)-5-fluorophenyl)ethynyl)-1H-indazole BrC=1C=C2CN(CC2=CC1)C1=NC=CC(=N1)C=1C=C(C=C(C1)F)C#CC=1C=C2C=NNC2=CC1